OC1(C2=C(OCC3=C1C=CC=C3)C=CC(=C2)CC(=O)OC(C)(C)C)CCCN(C)C tert-butyl 11-hydroxy-11-(3'-dimethylaminopropyl)-6,11-dihydrodibenzo[b,e]oxepin-2-acetate